FC(S(=O)(=O)OC1=CC2C(CN(C2)C(=O)OC(C)(C)C)C1)(F)F tert-butyl 5-(((trifluoromethyl)sulfonyl)oxy)-3,3a,6,6a-tetrahydrocyclopenta[c]pyrrole-2(1H)-carboxylate